1-(2,2-difluoroethyl)-3-(1-ethyl-1H-pyrazol-5-yl)-1H-indazol-5-amine FC(CN1N=C(C2=CC(=CC=C12)N)C1=CC=NN1CC)F